methyl-1,1,1-trifluoroethyl ether CC(C(F)(F)F)OC(C(F)(F)F)C